(4S)-4-((S)-5-chloro-6-fluoro-2-phenyl-2-((S)-pyrrolidin-2-yl)-2,3-dihydrobenzofuran-4-yl)-N-(4,4-dimethyltetrahydrofuran-3-yl)-5-fluoro-6-(2-hydroxyethoxy)nicotinamide ClC=1C(=CC2=C(C[C@@](O2)([C@H]2NCCC2)C2=CC=CC=C2)C1C1=C(C(=NC=C1C(=O)NC1COCC1(C)C)OCCO)F)F